[7-Chloro-5-fluoro-2-(trifluoromethyl)-1H-benzimidazol-4-yl]-1-methyl-6-(trifluoromethyl)pyrimidin-2,4(1H,3H)-dione ClC1=CC(=C(C2=C1NC(=N2)C(F)(F)F)N2C(N(C(=CC2=O)C(F)(F)F)C)=O)F